OC(=O)C(F)(F)F.FC1=C(CN(CCN2C3CC(CC2CC3)C=3C=C(C(=O)N)C=CC3)C(C(CO)(C)C)=O)C(=CC=C1)F 3-endo-(8-{2-[(2,6-difluorobenzyl)-(3-hydroxy-2,2-dimethylpropionyl)-amino]ethyl}-8-azabicyclo[3.2.1]oct-3-yl)benzamide TFA salt